2,6-di-tert-butyl-benzoquinone C(C)(C)(C)C=1C(C(=CC(C1)=O)C(C)(C)C)=O